BrC1=CC=C(C=C1)C1=NN(C(=C1C#N)C(=O)OCC)C1CC(CC1)O ethyl 3-(4-bromophenyl)-4-cyano-1-(3-hydroxycyclopentyl)-1H-pyrazole-5-carboxylate